COC=1C(=CC(=C(C1)N1CCN(CC1)C1CCN(CC1)C)C)[N+](=O)[O-] 1-(5-methoxy-2-methyl-4-nitro-phenyl)-4-(1-methyl-4-piperidyl)piperazine